The molecule is a member of the class of N-acetylneuraminic acids that is alpha-neuraminic acid which has acetylated on N-5 and O-9. It derives from an alpha-neuraminic acid. CC(=O)N[C@@H]1[C@H](C[C@@](O[C@H]1[C@@H]([C@@H](COC(=O)C)O)O)(C(=O)O)O)O